6-((2-amino-2-carboxyethyl)disulfanyl)nicotinic acid NC(CSSC1=NC=C(C(=O)O)C=C1)C(=O)O